acryloxyheptyl dihydrogenphosphate P(=O)(O)(O)OCCCCCCCOC(C=C)=O